FC1=C(C(=C(C(=C1[B-](C1=C(C(=C(C(=C1F)F)F)F)F)(C1=C(C(=C(C(=C1F)F)F)F)F)C1=C(C(=C(C(=C1F)F)F)F)F)F)F)F)F.C(C)(C)(C1=CC=CC=C1)[IH+](C(C)(C)C1=CC=CC=C1)C(C)(C)C1=CC=CC=C1 (triscumyl)iodonium tetrakis(pentafluorophenyl)borate